CC1=C(C(=NN(C1=O)C=1C=NN(C1)C)C(=O)OC[C@@H]1[C@H]([C@H]([C@@](O1)(N1C=NC=2C(N(C([C@@H](N)[C@H](O)C)=O)SC)=NC=NC12)C(N)=O)O)O)N N6-methylsulfanyl-N6-threonyl-carbamoyl-adenosine methyl-4-amino-1-(1-methylpyrazol-4-yl)-6-oxopyridazine-3-carboxylate